2-{(5R)-3-[2-(1-{[3,5-bis(difluoromethyl)-1H-pyrazol-1-yl]acetyl}piperidine-4-yl)-1,3-thiazol-4-yl]-4,5-dihydro-1,2-oxazol-5-yl}-3-chlorophenyl methanesulfonate CS(=O)(=O)OC1=C(C(=CC=C1)Cl)[C@H]1CC(=NO1)C=1N=C(SC1)C1CCN(CC1)C(CN1N=C(C=C1C(F)F)C(F)F)=O